C(C1=CC=CC=C1)C1(CN(CC1)S(=O)(=O)C1=NN(N=C1)C)C=1C=C2C=NN(C2=CC1CC)C=1C=CC(N(C1)C)=O 5-(5-(3-benzyl-1-((2-methyl-2H-1,2,3-triazol-4-yl)sulfonyl)pyrrolidin-3-yl)-6-ethyl-1H-indazol-1-yl)-1-methylpyridin-2(1H)-one